6-[8-[(1-methyl-6,7-dihydro-5H-cyclopenta[c]pyridin-6-yl)methyl]-2-oxo-1-oxa-3,8-diazaspiro[4.5]decan-3-yl]-4H-pyrazino[2,3-b][1,4]oxazin-3-one CC1=NC=CC2=C1CC(C2)CN2CCC1(CN(C(O1)=O)C1=NC3=C(OCC(N3)=O)N=C1)CC2